C[Si]1(OCCC(O1)C)CCCN=C(C)CC(C)C N-[3-(2,4-dimethyl-1,3,2-dioxasilinan-2-yl)propyl]-4-methyl-pentan-2-imine